C1(CC1)C=1N=NN(C1)[C@H](C(=O)N1[C@@H](C[C@H](C1)O)C(=O)NCC1CCN(CC1)S(=O)(=O)C(F)F)C(C)(C)C (2S,4R)-1-[(2S)-2-(4-cyclopropyltriazol-1-yl)-3,3-dimethyl-butanoyl]-N-[[1-(difluoromethylsulfonyl)-4-piperidyl]methyl]-4-hydroxy-pyrrolidine-2-carboxamide